[(5S,6S,9R)-5-amino-6-(2,3-difluorophenyl)-6,7,8,9-tetrahydro-5H-cyclohepta[b]pyridin-9-yl] 4-(2-oxo-3H-imidazo[4,5-b]pyridin-1-yl)piperidine-1-carboxylate O=C1N(C=2C(=NC=CC2)N1)C1CCN(CC1)C(=O)O[C@@H]1CC[C@H]([C@@H](C=2C1=NC=CC2)N)C2=C(C(=CC=C2)F)F